(sulfinylbis(methylene))bis(5-fluoro-2-nitrobenzoate) S(=O)(CC=1C(=C(C(=O)[O-])C=C(C1)F)[N+](=O)[O-])CC=1C(=C(C(=O)[O-])C=C(C1)F)[N+](=O)[O-]